(S)-α-Amino-2,3,4,5,6,7-hexahydro-2,4-dioxo-1H-cyclopentapyrimidine-1-propanoic acid N[C@H](C(=O)O)CN1C(NC(C2=C1CCC2)=O)=O